N-(methyl-d3)pyridazine-3-carboxamide sulfate S(=O)(=O)(O)O.C(NC(=O)C=1N=NC=CC1)([2H])([2H])[2H]